2-{[(3R,6R)-6-methyl-1-{[2-(2H-1,2,3-triazol-2-yl)-6-(trifluoromethyl)pyridin-3-yl]carbonyl}piperidin-3-yl]oxy}pyridine-4-carbonitrile C[C@@H]1CC[C@H](CN1C(=O)C=1C(=NC(=CC1)C(F)(F)F)N1N=CC=N1)OC1=NC=CC(=C1)C#N